NC=1C=C(OC2=NC(=NC=C2Cl)NC2=C(C=C(C=C2)N2CCN(CC2)C([2H])([2H])[2H])OC)C=CC1 (3-aminophenoxy)-5-chloro-N-(2-methoxy-4-(4-(methyl-d3)piperazin-1-yl)phenyl)pyrimidin-2-amine